2-(6-Methyl-benzothiazol-2-ylamino)-1-methyl-1H-benzimidazole CC1=CC2=C(N=C(S2)NC2=NC3=C(N2C)C=CC=C3)C=C1